ClC1=CC=C(C=C1)C1=CC=2C(=CN=NC2CC=2COC=CC2)S1 2-(4-chlorophenyl)-4-(3-pyranylmethyl)-thieno[2,3-d]pyridazine